(S)-(6,6'-dimethoxybiphenyl-2,2'-diyl)bis[bis(3,5-di-tert-butylphenyl)phosphine] COC1=CC=CC(=C1C1=C(C=CC=C1OC)P(C1=CC(=CC(=C1)C(C)(C)C)C(C)(C)C)C1=CC(=CC(=C1)C(C)(C)C)C(C)(C)C)P(C1=CC(=CC(=C1)C(C)(C)C)C(C)(C)C)C1=CC(=CC(=C1)C(C)(C)C)C(C)(C)C